(4R)-2,4-diethyl-2,3,4,6,7,8-hexahydro-5H-chromen-5-one C(C)C1OC=2CCCC(C2[C@@H](C1)CC)=O